N(=[N+]=[N-])C(C(=O)NC1=NC=CC=C1C)(C)C1=CC=C(C=C1)CC1C(CCC1)=O 2-azido-N-(3-methylpyridin-2-yl)-2-(4-((2-oxocyclopentyl)methyl)phenyl)propanamide